5-bromo-N-cyclohexyl-4-cyclopropylpyridin-2-amine BrC=1C(=CC(=NC1)NC1CCCCC1)C1CC1